phenyl-1,2-dioxetane disodium salt [Na].[Na].C1(=CC=CC=C1)C1OOC1